IC1=CC=C2C=NN(C2=C1)C1OCCCC1 6-iodo-1-tetrahydropyran-2-yl-indazole